(4-(2-chloroacetyl)piperazin-1-yl)-2-(2,6-dioxo-hexahydropyridin-3-yl)-5-fluoroisoindole-1,3-dione ClCC(=O)N1CCN(CC1)C1=C2C(N(C(C2=CC=C1F)=O)C1C(NC(CC1)=O)=O)=O